C(C)N1C[Si](OCC1)(C)C N-ethyl-2,2-dimethyl-2-silamorpholine